N-{6-[(3-cyclopropyl-1H-pyrazol-5-yl)amino]-5-methoxy-1,2-benzoxazol-3-yl}-4-(5,5-dimethyl-1,4-dioxan-2-yl)-2,6-dimethoxybenzene-1-sulfonamide C1(CC1)C1=NNC(=C1)NC1=CC2=C(C(=NO2)NS(=O)(=O)C2=C(C=C(C=C2OC)C2OCC(OC2)(C)C)OC)C=C1OC